C1(CC1)C1=CC(=C(N(C(=O)N2[C@H](CC2)C(=O)OC)C(C(=O)O)C=2C=NC=CC2C(F)(F)F)C=C1)F 2-(4-cyclopropyl-2-fluoro-N-[(2R)-2-methoxycarbonylazetidine-1-carbonyl]anilino)-2-[4-(trifluoromethyl)-3-pyridyl]acetic acid